C1(CCCCC1)OC=1C=CC=C2C=NC(=NC12)Cl 8-cyclohexyloxy-2-chloroquinazoline